(5S)-5-methyl-1-{[6-(4-methylphenoxy)pyridin-3-yl]methyl}pyrrolidin-2-one C[C@H]1CCC(N1CC=1C=NC(=CC1)OC1=CC=C(C=C1)C)=O